C(C1=CC=CC=C1)OC(NCCNC1=NC2=C(C=3C=C(C(=CC13)F)F)[C@H](COC2)NC)=O |r| Racemic-benzyl(2-((8,9-difluoro-1-(methylamino)-1,4-dihydro-2H-pyrano[3,4-c]isoquinolin-6-yl)amino)ethyl)carbamate